tert-butyl (2S)-2-((((2S,5R)-6-((tert-butyldimethylsilyl)oxy)-3-methyl-7-oxo-1,6-diazabicyclo[3.2.1]oct-3-ene-2-carboxamido)oxy)methyl)-4,4-difluoropyrrolidine-1-carboxylate [Si](C)(C)(C(C)(C)C)ON1[C@@H]2C=C([C@H](N(C1=O)C2)C(=O)NOC[C@H]2N(CC(C2)(F)F)C(=O)OC(C)(C)C)C